N-(3,5-dichloro-4-(2,6-dioxopiperidin-3-yl)benzyl)-2-methyl-2-(6-(trifluoromethoxy)pyridazin-3-yl)propanamide ClC=1C=C(CNC(C(C)(C=2N=NC(=CC2)OC(F)(F)F)C)=O)C=C(C1C1C(NC(CC1)=O)=O)Cl